tert-butyl (6-(3,3-difluorocyclobutyl)-5-fluoropyridin-3-yl)carbamate FC1(CC(C1)C1=C(C=C(C=N1)NC(OC(C)(C)C)=O)F)F